3,6-dichloro-2-methoxy-N-(pyridin-4-yl)benzamide ClC=1C(=C(C(=O)NC2=CC=NC=C2)C(=CC1)Cl)OC